difluoro-2-(p-tolyl)-1H-indole FC1=C(N(C2=CC=CC=C12)F)C1=CC=C(C=C1)C